(S)-2-((5-(2-(1-amino-4-methylpentan-3-yl)-2,6-diazaspiro[3.4]octan-6-yl)-1,2,4-triazin-6-yl)oxy)-N-ethyl-5-fluoro-N-isopropylbenzamide NCC[C@@H](C(C)C)N1CC2(C1)CN(CC2)C=2N=CN=NC2OC2=C(C(=O)N(C(C)C)CC)C=C(C=C2)F